{2-Cyclopropyl-7-methyl-4-oxo-4H,5H-furo[2,3-d]pyridazin-5-yl}-N-{[1,2,4]triazolo[4,3-a]pyridin-6-yl}acetamide C1(CC1)C1=CC2=C(C(=NN(C2=O)CC(=O)NC=2C=CC=3N(C2)C=NN3)C)O1